ClC1=CC=C(C=C1)N1[C@H](CNCC1)C (2S)-1-(4-chlorophenyl)-2-methyl-piperazine